FC=1C(=CC=C2C=CNC12)N1C(NC(CC1)=O)=O 1-(7-fluoro-1H-indol-6-yl)dihydropyrimidine-2,4(1H,3H)-dione